C(CCCCCCCCC=C)(=O)[O-].[Na+] Sodium undecylenate